[N+](=O)([O-])C=1C=2CCCC2C=C2CC[C@](C12)(O)C(F)(F)F |r| racemic-8-nitro-1-(trifluoromethyl)-1,2,3,5,6,7-hexahydro-s-indacen-1-ol